COC1=NC(=CC(=C1)C=1C=2N(C(=NC1C1=CC=CC=C1)N)C=NN2)C 8-(2-methoxy-6-methylpyridin-4-yl)-7-phenyl-[1,2,4]triazolo[4,3-c]pyrimidin-5-amine